O=C[C@@H](O)[C@H](O)C(=O)OCC ethyl threuronate